N(=C=S)C1=CC=C(C=C1)S(=O)(=O)C=1C=C(N(C)C)C=CC1 3-(4-isothiocyanato-phenylsulfonyl)-N,N-dimethylaniline